C(C)C1=CC=C(C=C1)C=1NC(=NN1)SC(C(=O)C1=CC(=CC=C1)[N+](=O)[O-])C 2-{[5-(4-ethylphenyl)-4H-1,2,4-triazol-3-yl]sulfanyl}-1-(3-nitrophenyl)propan-1-on